C1(=CC=CC=C1)C(C1=CC=CC=C1)=NC=1C=C(C(=O)OC)C=C(C1C)F Methyl 3-((diphenylmethylene)amino)-5-fluoro-4-methylbenzoate